C(C)(=O)OCCOC1=CC=NC2=CC=C(C=C12)C=1C=C(C=C(C1)O[Si](C(C)C)(C(C)C)C(C)C)C[C@@H](C(=O)N1N[C@@H](CCC1)C(=O)OC)NC(=O)OC(C)(C)C methyl (3S)-1-[(2S)-3-(3-[4-[2-(acetyloxy)ethoxy]quinolin-6-yl]-5-[[tris(propan-2-yl)silyl]oxy]phenyl)-2-[[(tert-butoxy)carbonyl]amino]propanoyl]-1,2-diazinane-3-carboxylate